CS(=O)(=O)OC1COC1 (1,1-dioxetan-3-yl) methanesulfonate